aluminium Silver [Ag].[Al]